C1(=CC=CC2=CC=CC=C12)[C@@H](C)N |r| (R) and (S)-1-(1-naphthyl)ethylamine